N1N=CC=2C(NCCC21)=O 1,5,6,7-tetrahydropyrazolo[4,3-C]pyridin-4-one